FC1(OC2=C(O1)C=CC(=C2)[C@H](C)OC2=CC=CC(=N2)N2N=C(C=1CCC[C@@H](C21)OC2=CC=C(C(=O)O)C=C2)C(F)(F)F)F 4-[[(7S)-1-[6-[(1S)-1-(2,2-difluoro-1,3-benzodioxol-5-yl)ethoxy]-2-pyridinyl]-3-(trifluoromethyl)-4,5,6,7-tetrahydroindazol-7-yl]oxy]benzoic acid